methyl 3-azabicyclo[3.2.1]octane-8-carboxylate hydrochloride Cl.C12CNCC(CC1)C2C(=O)OC